amino-2-caprolactam NC1(C(=O)N1)CCCC